rac-tert-butyl (1S,2S,3R,5R)-3-((6-(5-chloro-2-methoxy-4-(1-methyl-1H-pyrazol-4-yl)phenyl)pyridazin-3-yl)oxy)-2-fluoro-9-azabicyclo[3.3.1]nonane-9-carboxylate ClC=1C(=CC(=C(C1)C1=CC=C(N=N1)O[C@H]1[C@H]([C@@H]2CCC[C@H](C1)N2C(=O)OC(C)(C)C)F)OC)C=2C=NN(C2)C |r|